C[C@H]1[C@H]([C@H]([C@@H]([C@@H](O1)O[C@@H]2[C@H]([C@H]([C@H](O[C@H]2O[C@@H]3[C@H](O[C@H]([C@@H]([C@H]3O)NC(=O)C)O)CO)CO)O)O[C@@H]4[C@@H]([C@H]([C@H]([C@H](O4)CO)O)O)NC(=O)C)O)O)O The molecule is a branched amino tetrasaccharide comprising N-acetyl-beta-D-glucosamine at the reducing end with a N-acetyl-alpha-D-galactosaminyl-(1->3)-[alpha-L-fucosyl-(1->2)]-beta-D-galactosyl moiety attached at the 4-position. It has a role as an epitope.